4-Cyano-N-(1-(1-methyl-1H-pyrazol-4-yl)-1H-indazol-6-yl)-3-(prop-1-en-2-yl)picolinamide C(#N)C1=C(C(=NC=C1)C(=O)NC1=CC=C2C=NN(C2=C1)C=1C=NN(C1)C)C(=C)C